ClC1=C(C=C2C3=C(NC2=C1)N=CN=C3N[C@@H]3CC[C@H](CC3)N3CCOCC3)C=3C=NC=C(C3)F 7-chloro-6-(5-fluoropyridin-3-yl)-N-(trans-4-morpholinocyclohexyl)-9H-pyrimido[4,5-b]indol-4-amine